tert-butyl 5-cyclopropylindoline-1-carboxylate C1(CC1)C=1C=C2CCN(C2=CC1)C(=O)OC(C)(C)C